COC1=CC=C(CN2C[C@H](OCCC2)C)C=C1 (R)-4-(4-methoxybenzyl)-2-methyl-1,4-oxazepan